N1=C(C=CC=C1)C1=C(C(=NC(=C1N1C2=CC=C(C=C2C=2C=C(C=CC12)C)C)N1C2=CC=C(C=C2C=2C=C(C=CC12)C)C)N1C2=CC=C(C=C2C=2C=C(C=CC12)C)C)N1C2=CC=C(C=C2C=2C=C(C=CC12)C)C 9,9',9'',9'''-([2,4'-bipyridine]-2',3',5',6'-tetrayl)tetrakis(3,6-dimethyl-9H-carbazole)